COP(=O)(OC)CC(C)=O 1-dimethoxyphosphorylpropan-2-one